2,2,2-trifluoro-N-[2-[2-[5-fluoro-2-[4-(1,2,3,4-tetrahydroisoquinolin-6-yl)thieno[2,3-d]pyridazin-7-yl]phenoxy]ethoxy]ethyl]-1-phenyl-ethanamine FC(C(NCCOCCOC1=C(C=CC(=C1)F)C=1N=NC(=C2C1SC=C2)C=2C=C1CCNCC1=CC2)C2=CC=CC=C2)(F)F